quinazolin-8(5H)-one N1=CN=CC=2CC=CC(C12)=O